7-methyl-5-nitro-3,10-dihydro-2H-[1,4]dioxino[2,3-H]quinolin-9-one CC1=CC(NC=2C3=C(C(=CC12)[N+](=O)[O-])OCCO3)=O